2-(3,4-difluorophenyl)-5-methyl-piperidine FC=1C=C(C=CC1F)C1NCC(CC1)C